(R)-3-(3-(4-(2-fluoro-1H-pyrrolo[2,3-d]pyridin-3-yl)thiazol-2-yl)phenyl)-3-hydroxy-1-methylpyrrolidin-2-one FC1=C(C=2C(=CC=NC2)N1)C=1N=C(SC1)C=1C=C(C=CC1)[C@]1(C(N(CC1)C)=O)O